(2R,3S)-2-(3-(6-methyl-1H-benzo[d]imidazol-1-yl)propyl)piperidin-3-ol CC=1C=CC2=C(N(C=N2)CCC[C@H]2NCCC[C@@H]2O)C1